5-(1-methylcyclopropyl)-N-((3-methylpiperidin-4-yl)methyl)-1,2,4-oxadiazole-3-carboxamide CC1(CC1)C1=NC(=NO1)C(=O)NCC1C(CNCC1)C